Tert-butyl ((6-(8-methoxy-2-oxo-2H-[1,3]oxazino[5,4-c][1,8]naphthyridin-1(4H)-yl)-3,4-dihydroisoquinolin-2(1H)-yl)sulfonyl)carbamate COC=1C=CC=2C3=C(C=NC2N1)COC(N3C=3C=C1CCN(CC1=CC3)S(=O)(=O)NC(OC(C)(C)C)=O)=O